6-(2-chloro-3,5-dimethoxyphenyl)-N-(4-(4-(dimethylamino)piperidin-1-yl)phenyl)-[1,2,4]triazolo[4',3':1,6]pyrido[2,3-d]pyrimidin-2-amine ClC1=C(C=C(C=C1OC)OC)C1=CC2=C(N=C(N=C2)NC2=CC=C(C=C2)N2CCC(CC2)N(C)C)N2C1=NN=C2